COC=1C=C2CCNC(C2=CC1OC)CC1=CC(=C(C(=C1)OC)OC)OC 6,7-dimethoxy-1-(3,4,5-trimethoxybenzyl)-1,2,3,4-tetrahydroisoquinoline